C(C)(C)NCC=1C=CC=C(C(=O)O)C1 5-((isopropylamino)methyl)benzoic acid